ClC1=C(C=C2C(=NC=3N(C2=C1)C=NN3)N(C(F)(F)F)C3=CC(=CC=C3)I)F 8-chloro-7-fluoro-N-(3-iodophenyl)-N-(trifluoromethyl)-[1,2,4]triazolo[4,3-a]quinazolin-5-amine